2-chloro-4-((2-(isopropylsulfonyl)phenyl)amino)pyrimidin-5-ol ethyl-3-(methoxymethyl)-1-(trifluoromethyl)-1H-pyrazole-5-carboxylate C(C)C=1C(=NN(C1C(=O)OC=1C(=NC(=NC1)Cl)NC1=C(C=CC=C1)S(=O)(=O)C(C)C)C(F)(F)F)COC